OC[C@H]1N(C[C@@H](C1)S)C(=O)OC(C)(C)C tert-butyl (2S,4R)-2-(hydroxymethyl)-4-mercaptopyrrolidine-1-carboxylate